ClC=1C(=NC(=C(N1)C)C1=C(C(=CC=C1)Cl)Cl)C(=O)OCC Ethyl 3-chloro-6-(2,3-dichlorophenyl)-5-methylpyrazine-2-carboxylate